(2S,3R)-2-chloromethylpiperidine-3-carboxylic acid methyl ester COC(=O)[C@H]1[C@H](NCCC1)CCl